(3S)-3-{[N-(4-methoxy-1H-indole-2-carbonyl)-L-leucyl]amino}-2-oxo-4-[(3S)-2-oxopiperidin-3-yl]butyl 2,6-dimethyl-4-(trifluoromethyl)pyridine-3-carboxylate CC1=NC(=CC(=C1C(=O)OCC([C@H](C[C@H]1C(NCCC1)=O)NC([C@@H](NC(=O)C=1NC2=CC=CC(=C2C1)OC)CC(C)C)=O)=O)C(F)(F)F)C